N-(2-(6-chloro-1H-indol-3-yl)ethyl)-4-fluoro-2-((3,4,5-trimethoxyphenyl)amino)benzamide ClC1=CC=C2C(=CNC2=C1)CCNC(C1=C(C=C(C=C1)F)NC1=CC(=C(C(=C1)OC)OC)OC)=O